NCC(C(=O)OCC)(C)C1=CC=C(C=C1)N ethyl 3-amino-2-(4-aminophenyl)-2-methylpropanoate